(R)-2-chloro-N-(5-chloro-6-((cyclopropylmethoxy)carbamoyl)pyridin-3-yl)-8-methyl-8-(trifluoromethyl)-7,8-dihydro-6H-pyrazolo[1,5-a]pyrrolo[2,3-e]pyrimidine-6-carboxamide ClC1=NN2C(N=CC3=C2[C@@](CN3C(=O)NC=3C=NC(=C(C3)Cl)C(NOCC3CC3)=O)(C(F)(F)F)C)=C1